diethyl (5-chloro-8-quinolyloxy)malonate ClC1=C2C=CC=NC2=C(C=C1)OC(C(=O)OCC)C(=O)OCC